C(C1=CC=CC=C1)NC(=O)C=1SC(=NN1)CCCCC=1N=NC(=CC1)NC(CC1=CC(=CC=C1)OC(F)(F)F)=O N-benzyl-5-[4-(6-{2-[3-(trifluoromethoxy)phenyl]acetamido}pyridazin-3-yl)butyl]-1,3,4-thiadiazole-2-carboxamide